C(C)(=O)NC=1N=C2N(N=C(C=C2)C=2C=CC(=C(C(=O)NCC(COC3=CC=CC=C3)O)C2)C)C1 5-{2-acetamidoimidazo[1,2-b]pyridazin-6-yl}-N-(2-hydroxy-3-phenoxypropyl)-2-methylbenzamide